COC1=C(C=C(C=C1)OC)C1=CC=C2C(C(COC2=C1)(C)C)NC(O[C@@H]1CN2CCC1CC2)=O (S)-quinuclidin-3-yl (7-(2,5-dimethoxyphenyl)-3,3-dimethylchroman-4-yl)carbamate